ClC=1C=C(C=CC1)CNC(C1=CN=CC(=C1N1CC2(CCN2)CC1)C1=CC(=CC(=C1)F)F)=O N-(m-chlorophenyl)methyl-4-(1,6-diaza-6-spiro[3.4]octyl)-5-(3,5-difluorophenyl)nicotinamide